(3-(4-amino-4-methylpiperidin-1-yl)-6-(2,3-dichlorophenyl)-5-methylpyrazin-2-yl)methanol NC1(CCN(CC1)C=1C(=NC(=C(N1)C)C1=C(C(=CC=C1)Cl)Cl)CO)C